(2S,4r)-1-[(2S)-2-(4-cyclopropyl-triazol-1-yl)-3,3-dimethyl-butyryl]-N-(8-fluoro-thiochroman-4-yl)-4-hydroxy-pyrrolidine-2-carboxamide C1(CC1)C=1N=NN(C1)[C@H](C(=O)N1[C@@H](C[C@H](C1)O)C(=O)NC1CCSC2=C(C=CC=C12)F)C(C)(C)C